2-(6-(octahydro-1H-pyrrolo[3,2-c]pyridin-1-yl)pyridazin-3-yl)-5-(1H-pyrazol-4-yl)phenol N1(CCC2CNCCC21)C2=CC=C(N=N2)C2=C(C=C(C=C2)C=2C=NNC2)O